((6-(6-cyclopropyl-5-fluoro-2-((4-(3-hydroxymethyl-4-methylpiperazin-1-yl)phenyl)amino)-7H-pyrrolo[2,3-d]pyrimidin-7-yl)pyridin-2-yl)imino)dimethyl-λ6-sulfanone C1(CC1)C1=C(C2=C(N=C(N=C2)NC2=CC=C(C=C2)N2CC(N(CC2)C)CO)N1C1=CC=CC(=N1)N=S(=O)(C)C)F